2-(4-methylnaphthalene-2-yl)thiophene CC1=CC(=CC2=CC=CC=C12)C=1SC=CC1